(R)-(2,2-dimethyl-1,3-dioxolan-4-yl)methyl 4-methylbenzenesulfonate CC1=CC=C(C=C1)S(=O)(=O)OC[C@@H]1OC(OC1)(C)C